CC=1N=C(N(C1)C(=O)NCC#CC1=CC=CC=C1)OCCN1CCOCC1 4-Methyl-2-(2-morpholinoethoxy)-N-(3-phenylprop-2-yn-1-yl)-1H-imidazole-1-carboxamide